2-[9-(3-acetamidopropyl)-1,9-diazatricyclo[6.3.1.04,12]dodeca-2,4(12),5,7-tetraen-2-yl]-7-methoxy-1-methyl-benzimidazole-5-carboxylic acid C(C)(=O)NCCCN1C2=CC=CC=3C=C(N(CC1)C32)C3=NC2=C(N3C)C(=CC(=C2)C(=O)O)OC